COC1=NC=C(C(=C1)C1NCCCCC1)OC 2-(2,5-dimethoxy-4-pyridinyl)azepane